C(#N)CC(=O)NCCC cyano-N-propylacetamide